[2-(Diphenylphosphanylmethyl)cyclohexyl]methyl-diphenyl-phosphan C1(=CC=CC=C1)P(C1=CC=CC=C1)CC1C(CCCC1)CP(C1=CC=CC=C1)C1=CC=CC=C1